[11C]1(C)=NC=CC=2C3=CC=C(OC)C=C3NC12 [11C]Harmine